4-methylpiperazinylethanol CN1CCN(CC1)C(C)O